FC1=CC=C(C=C1)C1=NC=2C(=NC(=CC2C)N2CCNCC2)N1C1=CC=NC=C1 1-[2-(4-fluorophenyl)-7-methyl-3-(pyridin-4-yl)-3H-imidazo[4,5-b]pyridin-5-yl]piperazine